COC#CCCOC 1,4-Dimethoxy-butyne